Boran-Pyridin N1=CC=CC=C1.B